N-[[(4S)-2,2-dimethyl-1,3-dioxolan-4-yl]methyl]-4-[2-[(4-methoxyphenyl)methoxy]-5-methyl-phenyl]phthalazin-1-amine CC1(OC[C@@H](O1)CNC1=NN=C(C2=CC=CC=C12)C1=C(C=CC(=C1)C)OCC1=CC=C(C=C1)OC)C